CC1(CCN(CC1)C1=NC=2C(=CC(=CC2C=2N1C=CN2)C)C(C)O)C 1-(5-(4,4-dimethylpiperidin-1-yl)-9-methylimidazo[1,2-c]quinazolin-7-yl)ethan-1-ol